3-(1-methylcyclopropyl)amino-4H-thieno[3,2-e]-1,2,4-thiadiazine 1,1-dioxide CC1(CC1)NC1=NS(C2=C(N1)C=CS2)(=O)=O